ClC=1C=C2N(C(C=3N(C2=CC1)C=CN3)=O)C3=C(C=CC=C3)C(C)C 7-chloro-5-(2-isopropylphenyl)imidazo[1,2-a]quinoxalin-4(5H)-one